sulfur vanadium titanium iron water O.[Fe].[Ti].[V].[S]